methyl-2-[(7-oxo-5-propyl-7,8-dihydro[1,2,4]triazolo[4,3-a]pyrimidin-3-yl)sulfanyl]butanoate COC(C(CC)SC1=NN=C2N1C(=CC(N2)=O)CCC)=O